NC1=C(C(=C2C(=N1)OCCO2)C=2CC(CN(CC2)C(=O)OC(C)(C)C)O[Si](C)(C)C(C)(C)C)C tert-butyl 5-(6-amino-7-methyl-2,3-dihydro-[1,4]dioxino[2,3-b]pyridin-8-yl)-3-[tert-butyl(dimethyl)silyl]oxy-2,3,4,7-tetrahydroazepine-1-carboxylate